(2R,4S)-4-{[3,5-bis(trifluoromethyl)benzyl][5-(3-ethoxycarbonylpropoxy)-pyrimidin-2-yl]}amino-2-ethyl-6-trifluoromethyl-3,4-dihydro-2H-quinoline-1-carboxylic acid ethyl ester C(C)OC(=O)N1[C@@H](C[C@@H](C2=CC(=CC=C12)C(F)(F)F)NC1=NC=C(C(=N1)CC1=CC(=CC(=C1)C(F)(F)F)C(F)(F)F)OCCCC(=O)OCC)CC